C(C=C)C1N(CCC2=CC=CC=C12)C1=CC=C(C=C1)C 1-allyl-2-p-tolyl-1,2,3,4-tetrahydroisoquinoline